(S)-1-(4-(1-aminoethyl)phenyl)-3-(4-fluorobenzyl)urea hydrochloride Cl.N[C@@H](C)C1=CC=C(C=C1)NC(=O)NCC1=CC=C(C=C1)F